[3-[2-[2-[2-[2-[3-(2,5-dioxopyrrolidin-1-yl)oxy-3-oxopropoxy]ethoxy]ethoxy]ethoxy] ethylsulfamoyl]-2,6-dimethylphenyl] 10-methylacridin-10-ium-9-carboxylate C[N+]1=C2C=CC=CC2=C(C2=CC=CC=C12)C(=O)OC1=C(C(=CC=C1C)S(NCCOCCOCCOCCOCCC(=O)ON1C(CCC1=O)=O)(=O)=O)C